2-(1-acetyl-1,2,3,6-tetrahydropyridin-4-yl)-N-{3-[2-(4-chloro-3-fluorophenoxy)acetylamino]bicyclo[1.1.1]pentan-1-yl}-1,3-oxazole-5-carboxamide C(C)(=O)N1CCC(=CC1)C=1OC(=CN1)C(=O)NC12CC(C1)(C2)NC(COC2=CC(=C(C=C2)Cl)F)=O